methoxy-3-(morpholin-4-ylmethyl)-1,2,3,4-tetrahydroisoquinoline COC1NC(CC2=CC=CC=C12)CN1CCOCC1